C(C1=CC=CC=C1)OC1=CC=C(C=C1)C(C1=CC=C(OCC(=O)OCC)C=C1)C1=NC=CC=C1 ethyl 2-(4-((4-(benzyloxy)phenyl)(pyridin-2-yl)methyl)phenoxy)acetate